1,2,6-trimethylpyridine iodide [I-].CN1C(C=CC=C1C)C